(S)-4-((2-hydroxy-1-phenylethyl)amino)-6-((1-hydroxy-3,3-dimethyl-1,3-dihydro-[1,2]oxaborolo[4,3-b]pyridin-5-yl)amino)nicotinic acid OC[C@H](C1=CC=CC=C1)NC1=CC(=NC=C1C(=O)O)NC1=CC=C2C(=N1)C(OB2O)(C)C